4-(2-methyl-6,7-dihydropyrazolo[1,5-a]pyrimidin-4(5H)-yl)-4-oxo-N-(4-(piperazin-1-yl)phenyl)butanamide CC1=NN2C(N(CCC2)C(CCC(=O)NC2=CC=C(C=C2)N2CCNCC2)=O)=C1